4-(((1r,4r)-4-methoxycyclohexyl)amino)but-2-enamide COC1CCC(CC1)NCC=CC(=O)N